7-bromothiochroman-4-one 1,1-dioxide BrC1=CC=C2C(CCS(C2=C1)(=O)=O)=O